C(C)N(C1=C(C=C2C(=N1)COC2)C(=O)NC=2C=C1C(=CC(NC1=C(C2)OC)=O)C)C(C)C 2-[ethyl(isopropyl)amino]-N-(8-methoxy-4-methyl-2-oxo-1H-quinolin-6-yl)-5,7-dihydrofuro[3,4-b]pyridine-3-carboxamide